C(C)(C)(C)OC(CCN1N=C(C=C1C(N[C@@H](C)C1CC1)=O)C=1C=C(C=CC1)C=1OC(=CN1)C(=O)N[C@@H](C(C)C)C(=O)OCC)=O ethyl (2-(3-(1-(3-(tert-butoxy)-3-oxopropyl)-5-(((S)-1-cyclopropylethyl)carbamoyl)-1H-pyrazol-3-yl)phenyl)oxazole-5-carbonyl)-L-valinate